Bis(3-phenoxycyclobutyl)amine O(C1=CC=CC=C1)C1CC(C1)NC1CC(C1)OC1=CC=CC=C1